3-methyl-3-[1-methyl-6-(4-piperidyl)indazol-3-yl]piperidine-2,6-dione CC1(C(NC(CC1)=O)=O)C1=NN(C2=CC(=CC=C12)C1CCNCC1)C